10-(4-chlorobenzoyl)-9-fluoro-7-nitro-1,2,3,4-tetrahydropyrimidino[1,2-a]indole ClC1=CC=C(C(=O)C2=C3N(C=4C=C(C=C(C24)F)[N+](=O)[O-])CCCN3)C=C1